8-(2-chlorophenyl)-7-(4-chlorophenyl)-3-cyclohexyl-2,6-dioxo-2,3,6,7-tetrahydro-1H-purin-1-yl-2,2-dimethylpropionic acid ClC1=C(C=CC=C1)C1=NC=2N(C(N(C(C2N1C1=CC=C(C=C1)Cl)=O)CC(C(=O)O)(C)C)=O)C1CCCCC1